N1=CC(=CC=C1)C=NCCC=C[Si](C)(C)C 1-(3-pyridyl)-N-(4-trimethylsilylbut-3-enyl)methanimine